Rac-4-amino-3-(((7-(fluoromethyl)-1,4-dioxaspiro[4.5]dec-7-yl)methyl)amino)benzonitrile NC1=C(C=C(C#N)C=C1)NC[C@@]1(CC2(OCCO2)CCC1)CF |r|